C(C)/C(/C(=O)[O-])=C/C(=O)[O-].C(C)/C(/C(=O)[O-])=C/C(=O)[O-].C(CCCCCCC)[Sn+4]CCCCCCCC dioctyl-tin bis(ethylmaleate)